N-((1S,3R,5S)-Adamantan-1-yl)-3-(((Z)-4-amino-2-fluorobut-2-en-1-yl)sulfonyl)benzamid C12(CC3CC(CC(C1)C3)C2)NC(C2=CC(=CC=C2)S(=O)(=O)C/C(=C/CN)/F)=O